C1(CC1)C(=O)NC1=NC=C(C(=O)NC([2H])([2H])[2H])C(=C1)NC=1C=NN2C=NC(=C(C21)OC)OC 6-(Cyclopropanecarboxamido)-4-((4,5-dimethoxypyrazolo[1,5-c]pyrimidin-3-yl)amino)-N-(methyl-d3)nicotinamide